[C@H]1([C@@H](O)[C@@H](O)[C@H](O)[C@H](O1)CO)O[C@@H]1[C@H]([C@@H](O[C@@H]([C@H]1O)CO[C@@H]1[C@@H](O)[C@@H](O)[C@H](O)[C@H](O1)CO)OCCNC(CCCCCCC(=O)O)=O)O 8-({2-[(α-D-mannopyranosyl-(1→3)-[α-D-mannopyranosyl-(1→6)]-β-D-glucopyranosyl)oxy]ethyl}amino)-8-oxooctanoic acid